CC(CCC(C(C(=O)N)(C)CCC(C(CC)N)C)CCCCCCCCC)C(CC)N bis(3-methyl-4-aminohexyl)methyl-dodecanamide